FC1=CC=C(C=C1)C(S(=O)(=O)C1=CC=C(C)C=C1)[N+]#[C-] 1-fluoro-4-(isocyano(tosyl)methyl)benzene